C(C)OC(=O)C1=NN(C2=CC=CC(=C2C1=O)N1CCOCC1)C1=CC=C(C=C1)OC(F)(F)F 5-morpholinyl-4-oxo-1-[4-(trifluoromethoxy)phenyl]cinnoline-3-carboxylic acid ethyl ester